HEX-3-EN-1-YL HEX-3-ENOATE C(CC=CCC)(=O)OCCC=CCC